6-(2-amino-7-methyl-1H-benzo[d]imidazol-5-yl)-4-(3-(trifluoromethyl)benzyl)-3,4-dihydropyrazino[2,3-b]pyrazin-2(1H)-one NC1=NC2=C(N1)C(=CC(=C2)C=2N=C1C(=NC2)NC(CN1CC1=CC(=CC=C1)C(F)(F)F)=O)C